ethyl 1-(2-azidoethyl)-1H-pyrazole-5-carboxylate N(=[N+]=[N-])CCN1N=CC=C1C(=O)OCC